O-{2-bromoethyl}tyrosine BrCCOC1=CC=C(C[C@H](N)C(=O)O)C=C1